ethyl 9-(3-bromo-2-methyl-phenoxy)nonanoate BrC=1C(=C(OCCCCCCCCC(=O)OCC)C=CC1)C